C1=CC=CC=2C3=CC=CC=C3C(C12)COC(=O)N[C@@H](CCC(=O)[O-])C(=O)OC(C)(C)C 1-tert-butyl N-[(9H-fluoren-9-ylmethoxy)carbonyl]-L-glutamate